C(CCCCCCCCCCC\C=C/CCCCCCCC)(=O)OC/C=C(/CCC=C(C)C)\C geraniol erucate